FC1([C@H](CNCC1)C=1C=CC(NC1)=O)F (s)-5-(4,4-difluoropiperidin-3-yl)pyridin-2(1H)-one